CC1=CC=CC=2N(N=NC21)CN methyl-1H-benzotriazol-1-methanamine